6-benzoyl-3'-O-[(N,N-diisopropylamino)-cyanoethylphosphinyl]-2'-deoxyadenosine C(C1=CC=CC=C1)(=O)C1(C2=NCN([C@H]3C[C@H](OP(=O)(CCC#N)N(C(C)C)C(C)C)[C@@H](CO)O3)C2=NC=N1)N